2-(2-bromo-5-chlorophenyl)-N-(6-chloropyrimidin-4-yl)acetamide BrC1=C(C=C(C=C1)Cl)CC(=O)NC1=NC=NC(=C1)Cl